C(C)OC(=O)C1=CC=2N=CN=C(C2NC1=O)Cl.C(#CC)C1=C(C=CC=C1)C(F)(F)F 1-(prop-1-yn-1-yl)-2-(trifluoromethyl)benzene ethyl-4-chloro-6-oxo-5,6-dihydropyrido[3,2-d]pyrimidine-7-carboxylate